NC1=NC(=C(C(=C1C#N)C1=CC=C(C=C1)CCCF)C#N)SCC=1C=NC=CC1 2-amino-4-(4-(3-fluoropropyl)phenyl)-6-((pyridin-3-ylmethyl)thio)pyridine-3,5-dicarbonitrile